C1(CC1)N1C=C(C2=CC=CC=C12)C1=NC(=NC=C1)NC1=C(C=C(C=C1)N1CC(C1)N1CCNCC1)OC 4-(1-cyclopropyl-1H-indol-3-yl)-N-(2-methoxy-4-(3-(piperazin-1-yl)azetidin-1-yl)phenyl)pyrimidin-2-amine